3,6-dibromo-9-(4-tert-butylphenyl)-9H-carbazole BrC=1C=CC=2N(C3=CC=C(C=C3C2C1)Br)C1=CC=C(C=C1)C(C)(C)C